isobutyl-di(hept-6-en-1-yl)-aluminum C(C(C)C)[Al](CCCCCC=C)CCCCCC=C